CC(=O)C1=C(C(=CC(=C1)F)F)O 3,5-difluoro-2-hydroxyacetophenone